FC=1C(=NN(C1NC(C1=CC=C(C=C1)OC)=O)C)C(F)(F)F N-(4-fluoro-1-methyl-3-(trifluoromethyl)-1H-pyrazol-5-yl)-4-methoxybenzamide